1-(Oxetan-3-yl)piperidin-4-yl(8-amino-7-fluoro-6-(8-methyl-2,3-dihydro-1H-pyrido[2,3-b][1,4]oxazin-7-yl)isoquinolin-3-yl)carbamate O1CC(C1)N1CCC(CC1)N(C([O-])=O)C=1N=CC2=C(C(=C(C=C2C1)C1=C(C2=C(OCCN2)N=C1)C)F)N